CN1CCN(CC1)C1CCN(CC1)C1CCN(CC1)C1=C(C=NC2=CC=C(C=C12)[S@@](=O)C)S(=O)(=O)C1=CC=C(C=C1)OCCCCCCCCCCCCCCCCCC (S)-4-(4-(4-methylpiperazin-1-yl)-[1,4'-bipiperidin]-1'-yl)-6-(methylsulfinyl)-3-((4-(octadecyloxy)phenyl)sulfonyl)quinoline